(thiazol-2-yl)azetidin-3-ol S1C(=NC=C1)N1CC(C1)O